C1(CC1)C=1C=CC=2N(C1)C=C(N2)CNC2=CC(=NC=C2)NC(OCC2=C(C=CC(=C2)Cl)N2N=NN=C2)=O 5-chloro-2-(1H-tetrazol-1-yl)benzyl (4-(((6-cyclopropylimidazo[1,2-a]pyridin-2-yl)methyl)amino)pyridin-2-yl)carbamate